3-([(5-ACETYL-2-METHOXYPHENYL)METHYL](METHYL)AMINO)PROPANOIC ACID C(C)(=O)C=1C=CC(=C(C1)CN(CCC(=O)O)C)OC